[3-(2-Ethynyl-7-morpholin-4-yl-quinazolin-4-yl)-4-fluoro-phenyl]-thiazol-2-yl-methanol C(#C)C1=NC2=CC(=CC=C2C(=N1)C=1C=C(C=CC1F)C(O)C=1SC=CN1)N1CCOCC1